CC1=CC=C(C=C1)C=CC(=O)C1=CC(=CC=C1)[N+](=O)[O-] 3-(4-methylphenyl)-1-(3-nitrophenyl)-prop-2-en-1-one